N-[4-(methoxymethyl)phenyl]-7-(1-methylcyclopropyl)-7H-pyrrolo[2,3-d]pyrimidine-5-carboxamide COCC1=CC=C(C=C1)NC(=O)C1=CN(C=2N=CN=CC21)C2(CC2)C